N-(1-methylindol-5-yl)-N-methyl-4-trifluoromethylquinolin-2-amine CN1C=CC2=CC(=CC=C12)N(C1=NC2=CC=CC=C2C(=C1)C(F)(F)F)C